ClC1=NC(=CC(=N1)C=1C=C(C=CC1)C1=CC=CC=C1)C1=CC=C(C=C1)C=1C=NC=CC1 2-chloro-4-(biphenyl-3-yl)-6-{4-(pyridin-3-yl)phenyl}pyrimidine